tert-butyl 2-chloro-7,8-dihydropyrido[4,3-D]pyrimidine-6(5H)-carboxylate ClC=1N=CC2=C(N1)CCN(C2)C(=O)OC(C)(C)C